5-bromo-2-fluoro-4-methylaniline BrC=1C(=CC(=C(N)C1)F)C